C12CN(CC(CC1)N2)C2=NC(=C(C=1CN(CCC21)C2=CC(=CC1=CC=CC(=C21)Br)O)C#N)OC[C@H]2N(CCC2)C 1-(3,8-diazabicyclo[3.2.1]octan-3-yl)-6-(8-bromo-3-hydroxynaphthalen-1-yl)-3-(((S)-1-methylpyrrolidin-2-yl)methoxy)-5,6,7,8-tetrahydro-2,6-naphthyridine-4-carbonitrile